ClC=1SC(=CC1S(=O)(=O)NC(O)=O)Cl (2,5-dichlorothiophene-3-sulfonyl)carbamic acid